FC1=C(C=CC(=C1)F)C(C#N)(C)C 2-(2,4-Difluorophenyl)-2-methylpropanenitrile